ClC=1C(=C(C=C2C(C(=CN(C12)C1CC1)C(=O)O)=O)F)N1CC(CC1)NC1=NC=NC(=C1)OC1=CC=C(C=C1)[C@H](CN(C(C)=O)C)O 8-Chloro-1-cyclopropyl-6-fluoro-7-(3-((6-(4-((R)-1-hydroxy-2-(N-methylacetamido)ethyl)phenoxy)pyrimidin-4-yl)amino)pyrrolidin-1-yl)-4-oxo-1,4-dihydroquinoline-3-carboxylic acid